(+/-)-1-((1S,2S)-2-azido-1,3-difluorobenzyl)-4-bromobenzene N(=[N+]=[N-])[C@@H]1[C@](CC2=CC=C(C=C2)Br)(C=CC=C1F)F |r|